FC1=C(C(=C(C=C1OC)OC)F)N1C(N(C2=C(C1)C=NC1=C2C=C(N1S(=O)(=O)C1=CC=CC=C1)CN1CCOCC1)CC)=O 3-(2,6-difluoro-3,5-dimethoxyphenyl)-1-ethyl-8-(morpholinomethyl)-7-(phenylsulfonyl)-1,3,4,7-tetrahydro-2H-pyrrolo[3',2':5,6]pyrido[4,3-d]pyrimidin-2-one